4-[4-Bromo-6-(4-trifluoromethoxy-benzyl)-3-hydroxy-pyridin-2-yl]-4-oxo-butyric acid ethyl ester C(C)OC(CCC(=O)C1=NC(=CC(=C1O)Br)CC1=CC=C(C=C1)OC(F)(F)F)=O